2-(7-((1R,2R)-4,4-difluoro-2-hydroxycyclohexyl)-6,7-dihydro-5H-pyrrolo[2,3-c]pyridazin-3-yl)-3-methyl-5-(trifluoromethyl)phenol FC1(C[C@H]([C@@H](CC1)N1CCC2=C1N=NC(=C2)C2=C(C=C(C=C2C)C(F)(F)F)O)O)F